triglycidyl-methyl-propane C(C1CO1)C(CCC)(CC1CO1)CC1CO1